ClC1=CC=C(OC2CCN(CC2)S(=O)(=O)N2[C@H]([C@@H]3CC[C@H](C2)N3C(=O)OCCOC)C(NO)=O)C=C1 (1S,2R,5R)-2-methoxyethyl 3-((4-(4-chlorophenoxy) piperidin-1-yl) sulfonyl)-2-(hydroxycarbamoyl)-3,8-diazabicyclo[3.2.1]octane-8-carboxylate